ClC=1C=C2C(N(C(N(C2=CC1C=O)CC1=CC=C(C=C1)OC)=O)C)(C(F)(F)F)C#CC1CC1 6-chloro-4-(cyclopropylethynyl)-1-(4-methoxybenzyl)-3-methyl-2-oxo-4-(trifluoromethyl)-1,2,3,4-tetrahydroquinazoline-7-carbaldehyde